C(=O)(OCC1=CC=CC=C1)N1C[C@@H](CCC1)N (R)-1-N-Cbz-3-aminopiperidine